C(C)(C)(C)OC(=O)N1C(=CC2=CC=CC(=C12)C=1N=NN(C1)C=1C=CC=C2C=CC(OC12)=O)CC1=CC=C(C=C1)Cl 2-(4-chlorobenzyl)-7-(1-(2-oxo-2H-chromen-8-yl)-1H-1,2,3-triazol-4-yl)-1H-indole-1-carboxylic acid tert-butyl ester